(S)-1-(4-((2-aminophenyl)carbamoyl)phenyl)ethyl 2-((S)-4-(4-chlorophenyl)-2,3,9-trimethyl-6H-thieno[3,2-f][1,2,4]triazolo[4,3-a][1,4]diazepin-6-yl)acetate ClC1=CC=C(C=C1)C1=N[C@H](C=2N(C3=C1C(=C(S3)C)C)C(=NN2)C)CC(=O)O[C@@H](C)C2=CC=C(C=C2)C(NC2=C(C=CC=C2)N)=O